N-bromoamide Br[NH-]